S1C2=C(C=C1C=1C=C3C=CC(=NC3=CC1)N1CCC(CC1)C(=O)OCC)C=CC=C2 ethyl 1-(6-(benzo[b]thiophen-2-yl)quinolin-2-yl)piperidine-4-carboxylate